m-toluenediamine CC1(CC(=CC=C1)N)N